FC(N1N=C(C(=C1)NC1=NC(=C2C(=N1)N(N=C2C=2C=C1C=CNC1=CC2)C(C)C)N)C)F N6-[1-(difluoromethyl)-3-methyl-1H-pyrazol-4-yl]-3-(1H-indol-5-yl)-1-isopropyl-1H-pyrazolo[3,4-d]pyrimidine-4,6-diamine